(1r,3r)-3-(4-(3-(4-((6-acetylpyridazin-3-yl)oxy)phenyl)pentan-3-yl)phenoxy)cyclobutane C(C)(=O)C1=CC=C(N=N1)OC1=CC=C(C=C1)C(CC)(CC)C1=CC=C(OC2CCC2)C=C1